(trifluoromethyl)piperazine-1-carboxamide FC(F)(F)C1N(CCNC1)C(=O)N